3-(5-methylhexahydropyrrolo[3,4-c]pyrrol-2(1H)-yl)benzene-1,2-diamine CN1CC2C(C1)CN(C2)C2=C(C(=CC=C2)N)N